[O-]CC.[O-]CC.[O-]CC.C(C(C)C)C1(C=CC=C1)[Hf+3] (isobutyl-cyclopentadienyl)hafnium triethoxide